S1C(=CC=C1)C1=CC=CC=2C=C3C=CC4=C(C3=CC12)C(=CC1=CC2=CC(=CC(=C2C=C14)OCC(CCCCCCCCCC)CCCCCCCC)C=1SC=CC1)OCC(CCCCCCCCCC)CCCCCCCC 4,10-bis(2-thienyl)-6,12-bis(2-octyldodecyloxy)anthra-anthracene